ClC1=CC=C(C=C1)[C@@]1(N(C(C2=CC(=CC=C12)C(C)(C)O)=O)CC1=NC=C(C=C1)Cl)OC1CC(CC1)O (3R)-3-(4-Chlorophenyl)-2-[(5-chloropyridin-2-yl)methyl]-3-[(3-hydroxycyclopentyl)oxy]-6-(2-hydroxypropan-2-yl)-2,3-dihydro-1H-isoindol-1-on